tert-butyl 2-(4-bromo-3,5-difluorophenyl)-2,7-diazaspiro[3.5]nonane-7-carboxylate BrC1=C(C=C(C=C1F)N1CC2(C1)CCN(CC2)C(=O)OC(C)(C)C)F